(3,5-difluoro-4-(trifluoromethyl)phenyl)boric acid FC=1C=C(C=C(C1C(F)(F)F)F)OB(O)O